4-(N-t-butoxycarbonylamino)phenol C(C)(C)(C)OC(=O)NC1=CC=C(C=C1)O